3,3',3''-((nitrilotris(methylene-d2))tris(benzene-3,1-diyl))tris(2-(pyrrolidin-3-yl)propanoic acid) N(C([2H])([2H])C=1C=C(C=CC1)CC(C(=O)O)C1CNCC1)(C([2H])([2H])C=1C=C(C=CC1)CC(C(=O)O)C1CNCC1)C([2H])([2H])C=1C=C(C=CC1)CC(C(=O)O)C1CNCC1